4,7-dimethyl-6-((trimethylsilyl)methyl)-1,3-dihydro-2H-indene-2,2-dicarboxylic acid dimethyl ester COC(=O)C1(CC2=C(C(=CC(=C2C1)C)C[Si](C)(C)C)C)C(=O)OC